Cl.FC(OC1=CC=C(C=C1)C1=NC(=NO1)C1=CC=C(C2=CC=CC=C12)CN1CC(C1)C(=O)O)(F)F 1-((4-(5-(4-(trifluoromethoxy)phenyl)-1,2,4-oxadiazol-3-yl)naphthalen-1-yl)methyl)azetidine-3-carboxylic acid hydrochloride